androstene C[C@]12CC[C@H]3[C@H]([C@@H]1CC=C2)CCC4[C@@]3(CCCC4)C